2-(2-aminopyrimidin-5-yl)-6-((2-methoxyethyl)sulfinyl)-4-phenylthieno[2,3-d]pyrimidin-5-amine NC1=NC=C(C=N1)C=1N=C(C2=C(N1)SC(=C2N)S(=O)CCOC)C2=CC=CC=C2